3-[[6-(4-fluoro-2-methoxy-phenyl)-2-oxo-3H-imidazo[4,5-b]pyridin-1-yl]methyl]benzonitrile FC1=CC(=C(C=C1)C=1C=C2C(=NC1)NC(N2CC=2C=C(C#N)C=CC2)=O)OC